3,5-Dimethyl-benzoic acid N-(1-ethyl-2,2-dimethyl-propyl)-N'-(2-ethyl-3-methoxy-benzoyl)-hydrazide C(C)C(C(C)(C)C)N(NC(C1=C(C(=CC=C1)OC)CC)=O)C(C1=CC(=CC(=C1)C)C)=O